3,5-dimethyl-N-(5-(2-((3aR,5r,6aS)-2-(2,2,2-trifluoroethyl)octa-hydrocyclopenta[c]pyrrol-5-yl)ethoxy)-1H-indol-3-yl)isoxazole-4-carboxamide CC1=NOC(=C1C(=O)NC1=CNC2=CC=C(C=C12)OCCC1C[C@@H]2[C@@H](CN(C2)CC(F)(F)F)C1)C